FC1=CC=C2C=CNC2=C1 6-fluoroindol